ClC=1C=CC=C2C=C(C=C(C12)C1=CC=C2C(=NC(=NC2=C1F)OC[C@]12CCCN2C[C@@H](C1)F)N1C[C@@H](NCC1)CC#N)O 2-((S)-4-(7-(8-chloro-3-hydroxynaphth-1-yl)-8-fluoro-2-(((2R,7aS)-2-fluorotetrahydro-1H-pyrrolizin-7a(5H)-yl)methoxy)quinazolin-4-yl)piperazin-2-yl)acetonitrile